ethyl 5-((6R)-7-(4-chloro-3-(trifluoromethyl) benzoyl)-6-methyl-2-(methylsulfinyl)-4-oxo-5,6,7,8-tetrahydropyrido[3,4-d]pyrimidin-3(4H)-yl)-1,4-dimethyl-1H-imidazole-2-carboxylate ClC1=C(C=C(C(=O)N2CC=3N=C(N(C(C3C[C@H]2C)=O)C2=C(N=C(N2C)C(=O)OCC)C)S(=O)C)C=C1)C(F)(F)F